CC(CO)CCCC1=CC=CC=C1 beta-MethylbenzenePentanol